CN(C(C(N1CCNCC1)C1=CC=CC=C1)=O)C N,N-dimethyl-2-phenyl-2-(piperazin-1-yl)acetamide